CC1(CCC=2C1=NC=CC2)O 7-methyl-6,7-dihydro-5H-cyclopenta[b]pyridin-7-ol